(S)-1-(4-((2-iodo-1-(2,2,2-trifluoroethyl)-1H-indol-4-yl)amino)piperidin-1-yl)-3-methoxypropan-2-ol IC=1N(C2=CC=CC(=C2C1)NC1CCN(CC1)C[C@@H](COC)O)CC(F)(F)F